C(C)(C)(C)OC(=O)N1CC2(C1)CC(C2)CC=2C=NC(=NC2)N.OCCN(CCO)C(CO)(CO)CO Bis-(2-Hydroxyethyl)amino-tris(Hydroxymethyl)Methane tert-butyl-6-[(2-aminopyrimidin-5-yl)methyl]-2-azaspiro[3.3]heptane-2-carboxylate